(E)-ethyl 8-(((S)-1-phenylethyl)imino)-1,4-dioxaspiro[4.5]decane-7-carboxylate C1(=CC=CC=C1)[C@H](C)\N=C/1\C(CC2(OCCO2)CC1)C(=O)OCC